hydroxy-maleimide OC=1C(=O)NC(C1)=O